thiaundecanol S(CCCCCCCCCC)O